N'-(2-chloro-5-fluoro-phenyl)-4-[[1-(2-cyanoethyl)-4-piperidyl]amino]-6-(6-methoxy-4-methyl-3-pyridyl)pyrrolo[1,2-b]pyridazine-3-carboxamidine ClC1=C(C=C(C=C1)F)N=C(N)C1=C(C=2N(N=C1)C=C(C2)C=2C=NC(=CC2C)OC)NC2CCN(CC2)CCC#N